1,9-Dimethyl-11,11-diphenyl-5-(o-tolyl)-2,3,7,8,9,11-hexahydrosilino[3,2-f:5,6-f']diindol-1-ium C[N+]=1CCC2=CC=3C(=CC12)[Si](C1=C(C=C2CCN(C2=C1)C)C3C3=C(C=CC=C3)C)(C3=CC=CC=C3)C3=CC=CC=C3